BrC=1C=CC2=CN(N=C2C1)[C@H]1CNC[C@@H](C1)C |r| 6-bromo-2-[rac-(3R,5R)-5-methyl-3-piperidyl]indazole